P(=O)(OCC([N+](C)(C)C)CCOC(C(=C)C)=O)([O-])[O-] 2-(methacryloyloxy)ethyl-2-(trimethylammonio)ethyl phosphoate